FC(C(=O)O)(F)F.FC(C(=O)O)(F)F.N1CC(C1)C1=NN=C(N1)C1=C(C=C(C=C1)F)F 3-(azetidin-3-yl)-5-(2,4-difluorophenyl)-4H-1,2,4-triazole bis(2,2,2-trifluoroacetate)